NC1=C2C(=C3C(=N1)C=C(N3)C(=O)N([C@@H](COC)C)CC3=NC=C(N=C3)C3CC3)COC2 (R)-5-amino-N-((5-cyclopropylpyrazin-2-yl)methyl)-N-(1-methoxypropan-2-yl)-6,8-dihydro-1H-furo[3,4-d]pyrrolo[3,2-b]pyridine-2-carboxamide